(S)-2-(4-(5-fluoropyridin-2-yl)-2-methylpiperazin-1-yl)-5-nitropyrazine FC=1C=CC(=NC1)N1C[C@@H](N(CC1)C1=NC=C(N=C1)[N+](=O)[O-])C